N-(3,5-dichloro-4-(2,6-dioxopiperidin-3-yl)benzyl)-2-(5-(2,2-difluoroethyl)pyrimidin-2-yl)-2-methylpropanamide ClC=1C=C(CNC(C(C)(C)C2=NC=C(C=N2)CC(F)F)=O)C=C(C1C1C(NC(CC1)=O)=O)Cl